4-(2-furyl)-3-butyne O1C(=CC=C1)C#CCC